ClC1=C2C=C(C(NC2=CC=N1)=O)CC(=O)OC Methyl 2-(5-chloro-2-oxo-1H-1,6-naphthyridin-3-yl)acetate